C1=CC=CC=2C3=CC=CC=C3N(C12)CC=1N(C(=NN1)SCC=1C=C(C#N)C=CC1)C1=CC=CC=C1 3-(((5-((9H-carbazol-9-yl)methyl)-4-phenyl-4H-1,2,4-triazol-3-yl)thio)methyl)benzonitrile